tert-butyl (S)-3-((4-(benzyloxy)-6-chloropyridin-2-yl)oxy)pyrrolidine-1-carboxylate C(C1=CC=CC=C1)OC1=CC(=NC(=C1)Cl)O[C@@H]1CN(CC1)C(=O)OC(C)(C)C